(Trans)-2-(2-(azetidin-1-yl)ethoxy)-N-(3-(4-cyclopropoxy-2-methoxypyridin-3-yl)-1-((2-(trimethylsilyl)ethoxy)methyl)-1H-pyrrolo[2,3-b]pyridin-6-yl)cyclopropane-1-carboxamide N1(CCC1)CCO[C@H]1[C@@H](C1)C(=O)NC1=CC=C2C(=N1)N(C=C2C=2C(=NC=CC2OC2CC2)OC)COCC[Si](C)(C)C